CC1N(CCCC1)S(=O)(=O)C1=CC=C(N)C=C1 4-((2-methylpiperidin-1-yl)sulfonyl)aniline